COC(=O)[C@@H]1[C@H]2C([C@H]2CN1)(C)C (1R,2S,5S)-6,6-dimethyl-3-azabicyclo[3.1.0]hexane-2-carboxylic methyl ester